C1(=CC=C(C=C1)C=1N=C2SC3=C(N2C1)C=CC(=C3)C(=O)N)C 2-(p-tolyl)benzo[d]imidazo[2,1-b]thiazol-7-carboxamide